carbon-sulfide [C]=S